(2,4-dichlorophenyl)sulfonamide ClC1=C(C=CC(=C1)Cl)S(=O)(=O)N